(2S)-2-[(3R)-1-tert-Butoxycarbonylpyrrolidin-3-yl]-3-[3-(4,4,5,5-tetramethyl-1,3,2-dioxaborolan-2-yl)phenyl]propanoic acid C(C)(C)(C)OC(=O)N1C[C@H](CC1)[C@@H](C(=O)O)CC1=CC(=CC=C1)B1OC(C(O1)(C)C)(C)C